C1(=CC=CC2=CC3=CC=CC=C3C=C12)C1=CC=CC=2C3=CC=CC=C3NC12 (anthracenyl)carbazole